3-oxa-7-azatricyclo[3.3.1.02,4]nonane-7-carboxylic acid benzyl ester C(C1=CC=CC=C1)OC(=O)N1CC2C3OC3C(C1)C2